ClC1=C(C=CC=C1)C1=CC2=C(N=C(N=C2)NC2=C(C=CC=C2)OC)N2C1=NCCC2 6-(2-chlorophenyl)-N-(2-methoxyphenyl)-9,10-dihydro-8H-pyrido[1,6-a:2,3-d']dipyrimidin-2-amine